tert-Butyl N-[6-(4-allyl-1-methyl-pyrazol-3-yl)-2-[[[2-benzyloxy-2-(trifluoromethyl)hex-5-enoyl]amino]carbamoyl]-5-(trifluoromethyl)-3-pyridyl]carbamate C(C=C)C=1C(=NN(C1)C)C1=C(C=C(C(=N1)C(NNC(C(CCC=C)(C(F)(F)F)OCC1=CC=CC=C1)=O)=O)NC(OC(C)(C)C)=O)C(F)(F)F